O=C1NC(CCC1N1C(C2=CC=C(C=C2C1)OC1CCN(CC1)C(CN1CCN(CC1)C(=O)OC(C)(C)C)=O)=O)=O tert-butyl 4-(2-(4-((2-(2,6-dioxopiperidin-3-yl)-1-oxoisoindolin-5-yl)oxy)piperidin-1-yl)-2-oxoethyl)piperazine-1-carboxylate